Sodium acetate, Trihydrate O.O.O.C(C)(=O)[O-].[Na+]